C(C)N(C(CC1CCN(CC1)C(=O)[C@H](CC(C)C)N1C([C@@H](NCC1)CC1CC1)=O)=O)C(C)C (S)-1-[(S)-1-[(4-{2-[N-Ethyl(isopropyl)amino]-2-oxoethyl}-1-piperidyl)carbonyl]-3-methylbutyl]-3-(cyclopropylmethyl)-2-piperazinone